ureido-4-methyl-pyrimidinone N(C(=O)N)C=1C(=NC(NC1)=O)C